C(C(C)(C)C)(=O)OC=1C(=C(C=CC1)C1=CC=CC=C1)C(C1=NC=CC=C1)=O 2-picolinoyl-[1,1'-biphenyl]-3-yl pivalate